BrC1=CC(=C(C=C1)CN1CC=2N=C(SC2C1=O)C(C)(C)C)C 5-((4-bromo-2-methyl-phenyl)methyl)-2-tert-butyl-4H-pyrrolo[3,4-d]thiazol-6-one